5-fluoro-2-methyl-3-(4,4,5,5-tetramethyl-1,3,2-dioxaborolan-2-yl)phenylamine FC=1C=C(C(=C(C1)N)C)B1OC(C(O1)(C)C)(C)C